(S)-6-(4-chlorophenyl)-2-(1-methyl-1H-pyrazol-4-yl)-3-oxo-N-(1-(2-(cyano)pyridin-4-yl)ethyl)-2,3-dihydropyridazine-4-carboxamide ClC1=CC=C(C=C1)C=1C=C(C(N(N1)C=1C=NN(C1)C)=O)C(=O)N[C@@H](C)C1=CC(=NC=C1)C#N